(Z)-6-fluoro-4-nitro-3-(quinolin-4-ylmethylene)isobenzofuran-1(3H)-one FC1=CC(=C2/C(/OC(C2=C1)=O)=C/C1=CC=NC2=CC=CC=C12)[N+](=O)[O-]